OCCCC[C@H](C(=O)N1CCN(CC1)S(=O)(=O)C)C1=C(C(=O)NC)C=CC=C1 ((2S)-6-hydroxy-1-(4-methanesulfonylpiperazin-1-yl)-1-oxohexan-2-yl)-N-methylbenzamide